N-[2-[(2-carboxyethyl)(carboxymethyl)amino]ethyl]aspartic acid tert-butyl-((2S,3R)-3-hydroxy-1-phenyl-4-(((S)-1-phenylethyl)amino)butan-2-yl)carbamate C(C)(C)(C)N(C(O)=O)[C@@H](CC1=CC=CC=C1)[C@@H](CN[C@@H](C)C1=CC=CC=C1)O.C(=O)(O)CCN(CCN[C@@H](CC(=O)O)C(=O)O)CC(=O)O